ClC=1C=NN(C1C1=NN2C(N(C(CC2)=O)[C@@H](C)C2=CC=C(C=C2)C=2N(C=C(N2)C(F)(F)F)CC)=N1)C(C)C (S)-2-(4-chloro-1-isopropyl-1H-pyrazol-5-yl)-4-(1-(4-(1-ethyl-4-(trifluoromethyl)-1H-imidazol-2-yl)phenyl)ethyl)-6,7-dihydro-[1,2,4]triazolo[1,5-a]pyrimidin-5(4H)-one